O=CCCNC(OC(C)(C)C)=O t-Butyl (3-oxopropyl)carbamate